1-methyl-2-morpholino-1H-benzo[d]imidazol-6-amine CN1C(=NC2=C1C=C(C=C2)N)N2CCOCC2